CN1CCC2(CCN(C2)C2=CC=C(C=C2)N2C=NC(=C2)NC=2N=CC(=NC2)C#N)CC1 5-((1-(4-(8-Methyl-2,8-diazaspiro[4.5]decan-2-yl)phenyl)-1H-imidazol-4-yl)amino)pyrazine-2-carbonitrile